ClC1=CC2=C(N(C(N=C2O)=O)C2=C(C#N)C=CC=C2C(C)C)N=C1Cl 2-(6,7-dichloro-4-hydroxy-2-oxopyrido[2,3-d]pyrimidin-1(2H)-yl)-3-isopropylbenzonitrile